O=C1NC(CCC1N1C(N(C2=C1C=CC(=C2)C#CCN2C(CN(CC2)C(=O)OC(C)(C)C)=O)C)=O)=O tert-butyl 4-[3-[1-(2,6-dioxo-3-piperidyl)-3-methyl-2-oxo-benzimidazol-5-yl]prop-2-ynyl]-3-oxo-piperazine-1-carboxylate